C(C)[C@H]1[C@H](NC([C@@H]1O)=O)COC1=NC=CC2=CC=C(C=C12)OC 1-{[(2S,3S,4R)-3-ethyl-4-hydroxy-5-oxopyrrolidin-2-yl]methoxy}-7-methoxyisoquinoline